NC1=NC(=C(C=C1C=1C=C2CCNC(C2=CC1F)=O)C1=CC=C(C=C1)OC1CNC1)F 6-(2-amino-5-(4-(azetidin-3-yloxy)phenyl)-6-fluoropyridin-3-yl)-7-fluoro-3,4-dihydroisoquinolin-1(2H)-one